TRANS-2-(8-(dimethylamino)-2-oxo-8-phenyl-1,3-diazaspiro[4.5]decan-3-yl)acetic acid trifluoroacetate salt FC(C(=O)O)(F)F.CN(C1(CCC2(CN(C(N2)=O)CC(=O)O)CC1)C1=CC=CC=C1)C